C(C)N1CC(CCC1)COC(=O)OC(CCC(=O)O)CCCCCC 4-((((1-ethylpiperidin-3-yl)methoxy)carbonyl)oxy)decanoic acid